methyl (R)-11-(methoxymethyl)-12-(3-methoxypropoxy-1,1,2,2,3,3-d6)-3,3-dimethyl-8-oxo-2,3,8,13b-tetrahydro-1H-pyrido[2,1-a]pyrrolo[1,2-c]phthalazine-7-carboxylate COCC=1C(=CC=2[C@@H]3N(N4C(C2C1)=CC(C(=C4)C(=O)OC)=O)C(CC3)(C)C)OC(C(C([2H])([2H])OC)([2H])[2H])([2H])[2H]